5-Benzylaminopurine C(C1=CC=CC=C1)NC12N=CN=C1N=CN=C2